C(C)(C)(C)OC(NCC=1C=NC(=CC1)C1=CC(=C(C=C1)C#N)F)=O ((6-(4-cyano-3-fluorophenyl)pyridin-3-yl)methyl)carbamic acid tert-butyl ester